n-docosyl triacontanoate C(CCCCCCCCCCCCCCCCCCCCCCCCCCCCC)(=O)OCCCCCCCCCCCCCCCCCCCCCC